S1C(=NC=C1)N1C(SC=C1C=1C=C(C(=O)NCCCCC2=CC=CC=C2)C=CC1)=O 3-(3-(2-thiazolyl)-4-thiazolinonyl)-N-(4-phenylbutyl)benzamide